1-(biphenyl-2-ylmethyl)-4-(4-methoxyphenyl)piperazine C1(=C(C=CC=C1)CN1CCN(CC1)C1=CC=C(C=C1)OC)C1=CC=CC=C1